1-(Allyloxy)-2-methyl-1-oxopropan-2-yl 5-(2,6-dioxo-4-(trifluoromethyl)-3,6-dihydropyrimidin-1(2H)-yl)-4-fluoro-2-iodobenzoat O=C1N(C(C=C(N1)C(F)(F)F)=O)C=1C(=CC(=C(C(=O)OC(C(=O)OCC=C)(C)C)C1)I)F